1-(6-chloro-4-vinylisoindol-2-yl)Ethan-1-one tert-butyl-3-(((1R,2S)-2-(((tert-butyldiphenylsilyl)oxy)methyl)cyclopropyl)methoxy)-2,2-dimethylpropanoate C(C)(C)(C)OC(C(COC[C@H]1[C@H](C1)CO[Si](C1=CC=CC=C1)(C1=CC=CC=C1)C(C)(C)C)(C)C)=O.ClC=1C=C(C2=CN(C=C2C1)C(C)=O)C=C